1-bromodibenzofuran-4-carbaldehyde BrC1=CC=C(C=2OC3=C(C21)C=CC=C3)C=O